FC1=C(C=CC(=C1)OCC1=CC=C(C=C1)OC)NC1=C(C=2N=C(C=NC2C=C1)N1CCOCC1)C#N 6-((2-fluoro-4-((4-methoxybenzyl)oxy)phenyl)amino)-3-morpholinoquinoxaline-5-carbonitrile